C(CCCCCCCCCCCCCCCCCCCCC)(=O)OCCOCCOC(CCCCCCCCCCCCCCCCCCCCC)=O diethylene glycol dibehenate